4-(6-hydroxyhexanesulfinyl)-2H-chromen-2-one OCCCCCCS(=O)C1=CC(OC2=CC=CC=C12)=O